tert-butyl (R)-(tert-butoxycarbonyl)(3-fluoro-2-(2-methylmorpholino)-5-nitropyridin-4-yl)carbamate C(C)(C)(C)OC(=O)N(C(OC(C)(C)C)=O)C1=C(C(=NC=C1[N+](=O)[O-])N1C[C@H](OCC1)C)F